1-Bromoethane BrCC